TertButyl N-[2-(2-(2-aminoethoxy)ethoxy)ethyl]carbamate NCCOCCOCCNC(OC(C)(C)C)=O